C(C)OC(NS(=O)(=O)C1=C(C=C(C=C1)CC(C)C)C1=CC(=C(C=C1)CN1C(=NC=C1)C)F)=O ((3'-fluoro-5-isobutyl-4'-((2-methyl-1H-imidazol-1-yl)methyl)-[1,1'-biphenyl]-2-yl)sulfonyl)carbamic acid ethyl ester